C1(=CC=CC=C1)P(OC1=C(C=C(C=C1)C(C)(C)C)C(C)(C)C)([O-])([O-])C1=CC=CC=C1 (2,4-di-tert-butylphenyl) diphenylphosphite